6-methoxy-N-(1H-pyrrol-2-yl)-2-(pyrrolidin-1-yl)-7-(3-(pyrrolidin-1-yl)prop-1-yn-1-yl)quinazolin-4-amine COC=1C=C2C(=NC(=NC2=CC1C#CCN1CCCC1)N1CCCC1)NC=1NC=CC1